C(N)(=O)C1=CC=C(C=C1)NC(=O)C1=NN2C(N=CC=C2C2=CC=C(C=C2)F)=C1 N-(4-carbamoylphenyl)-7-(4-fluorophenyl)pyrazolo[1,5-a]pyrimidine-2-carboxamide